ClC=1C(NC(N(C1)[C@H]1C=C[C@H](O1)OCP(=O)(OC1=CC=CC=C1)N[C@@H](C)C(=O)OCC)=O)=O ethyl (((((2R,5R)-5-(5-chloro-2,4-dioxo-3,4-dihydropyrimidin-1(2H)-yl)-2,5-dihydrofuran-2-yl) oxy) methyl) (phenoxy)phosphoryl)-L-alaninate